1-(6,7-dichloro-9-(1-(difluoromethyl)-1H-pyrazol-3-yl)-1,3,4,5-tetrahydro-2H-pyrrolo[3,2-c:4,5-c']dipyridin-2-yl)-2-hydroxyethan-1-one ClC1=C2C(=C(N=C1Cl)C1=NN(C=C1)C(F)F)C=1CN(CCC1N2)C(CO)=O